C(C)(C)(C)N1N=CC(=C1)C1=CC(=C2C=CC=NC2=C1)O[C@H](C)[C@@H]1CNCCO1 7-(1-Tert-butyl-1H-pyrazol-4-yl)-5-[(1R)-1-[(2S)-morpholin-2-yl]ethoxy]quinoline